C12(OCC(CC1)CC2)CO (2-oxabicyclo[2.2.2]oct-1-yl)methanol